trans-1-[2-(3-chlorophenyl)ethyl]-5-[(4-methylsulfonylphenoxy)methyl]-2-methylpiperazine ClC=1C=C(C=CC1)CCN1[C@H](CN[C@@H](C1)COC1=CC=C(C=C1)S(=O)(=O)C)C